C(#N)[C@H](CC1=CC=C(C=C1)C=1C=CC2=C(N(C(O2)=O)CC(F)F)C1)NC(=O)[C@H]1OCCCNC1 (2S)-N-[(1S)-1-cyano-2-{4-[3-(2,2-difluoroethyl)-2-oxo-2,3-dihydro-1,3-benzoxazol-5-yl]phenyl}ethyl]-1,4-oxaazepan-2-carboxamide